N1=NN=C(C=C1)C1=C(C=CC=C1)OB(O)O triazinyl-phenylboric acid